N-((2-(2,6-dioxopiperidin-3-yl)-1-oxoisoindolin-5-yl)methyl)-2-(naphthalen-2-yl)-2-oxoacetamide O=C1NC(CCC1N1C(C2=CC=C(C=C2C1)CNC(C(=O)C1=CC2=CC=CC=C2C=C1)=O)=O)=O